3-bromo-2-(4-fluorophenyl)-7-methyl-4,5,6,7-tetrahydropyrazolo[1,5-a]pyridine BrC=1C(=NN2C1CCCC2C)C2=CC=C(C=C2)F